N-{[2-chloro-5-(trifluoromethyl)phenyl]methyl}-5-{2-acetamidoimidazo[1,2-b]pyridazin-6-yl}-2-methoxypyridine-3-carboxamide ClC1=C(C=C(C=C1)C(F)(F)F)CNC(=O)C=1C(=NC=C(C1)C=1C=CC=2N(N1)C=C(N2)NC(C)=O)OC